N-((1R,2R,3S,4R,Z)-7-(cyclopropylmethylene)-3-((4-fluoro-3-(trifluoromethyl)phenyl)carbamoyl)bicyclo[2.2.1]heptan-2-yl)-7-methoxy-1,2,3,4-tetrahydroisoquinoline-6-carboxamide C1(CC1)\C=C\1/[C@@H]2[C@H]([C@H]([C@H]1CC2)C(NC2=CC(=C(C=C2)F)C(F)(F)F)=O)NC(=O)C=2C=C1CCNCC1=CC2OC